3-Bromo-2-(tert-butoxy)thiophene BrC1=C(SC=C1)OC(C)(C)C